O=C(OCOCN(C)C)N(CC1=CC(=CC=C1)OC)CC1=CC(=CC=C1)OC 5-oxo-7-(3-methoxyphenyl)-6-(3-methoxybenzyl)-2,4-dioxa-6-aza-heptanyl-N,N-dimethylamine